2-cyclohexylphosphorus C1C(CCCC1)[P]